BrC1=C(C(=C(C=C1)F)F)C1CC1 1-bromo-2-cyclopropyl-3,4-difluoro-benzene